C(C)OC(=O)C1=NN(C2=CC=CC(=C2C1=O)C#N)C=1C=NC(=CC1)OC(F)F 5-cyano-1-[6-(difluoromethoxy)-3-pyridinyl]-4-oxo-cinnoline-3-carboxylic acid ethyl ester